[Br-].C(CCC)C(P)(CCCC)CCCC tributylmethylphosphine bromide salt